sodium manganese iron phosphate pyrophosphate [O-]P([O-])(=O)OP(=O)([O-])[O-].P(=O)([O-])(O)O.[Fe+2].[Mn+2].[Na+]